(7S)-9-(2,6-difluorophenyl)-N-[(1-hydroxycyclopropyl)methyl]-7-methyl-13-oxa-18-thia-2,3,5,8-tetrazatetracyclo[8.8.0.02,6.011,17]octadeca-1(10),3,5,8,11(17)-pentaene-4-carboxamide FC1=C(C(=CC=C1)F)C1=N[C@H](C2=NC(=NN2C=2SC=3CCCOCC3C12)C(=O)NCC1(CC1)O)C